C1(=CC=C(C=C1)C=CC1=C(C=CC=C1)S(=O)(=O)[O-])C1=CC=C(C=C1)C=CC1=C(C=CC=C1)S(=O)(=O)[O-].[Na+].[Na+] sodium 2,2'-([1,1'-biphenyl]-4,4'-diyldi-2,1-ethenediyl)bis-benzenesulfonate